FC1=C(C=C(C=C1)F)[C@@H]1N(CCC1)C1=NC=C(C(=N1)N)[N+](=O)[O-] (R)-2-(2-(2,5-Difluorophenyl)pyrrolidin-1-yl)-4-amino-5-nitropyrimidine